Tert-butyl (S)-5-((S)-tert-butyl sulfinylamino)-5,7-dihydrospiro[cyclopenta[b]pyridine-6,4'-piperidine]-1'-carboxylate C(C)(C)(C)[S@](=O)N[C@@H]1C=2C(=NC=CC2)CC12CCN(CC2)C(=O)OC(C)(C)C